COC(C(C(=O)OC)C(C)C1=CN=C(C2=CN=C(C=C12)Cl)N1[C@@H](CC1)C)=O 2-(1-(6-chloro-1-((R)-2-methylazetidin-1-yl)-2,7-naphthyridin-4-yl)ethyl)malonic acid di-Methyl ester